(2S,2'S,3R,3'R)-((2-iodo-1,3-phenylene) bis(oxy) bis((2,4,6-trimethylbenzamido) butane-3,2-diyl)) bis(2,4,6-trimethylbenzoate) CC1=C(C(=O)O[C@@H](C)[C@@H](CNC(C2=C(C=C(C=C2C)C)C)=O)OC=2C(=C(C=CC2)O[C@@H]([C@H](C)OC(C2=C(C=C(C=C2C)C)C)=O)CNC(C2=C(C=C(C=C2C)C)C)=O)I)C(=CC(=C1)C)C